(4-chloro-3,5-difluoro-1H-indol-2-yl)((3R,4S)-3-fluoro-4-(methylamino)-pyrrolidin-1-yl)methanone ClC1=C2C(=C(NC2=CC=C1F)C(=O)N1C[C@H]([C@H](C1)NC)F)F